C1(OC=CC=2OC=C3C(C21)=CC=C3)=O cyclopenta[d]pyrano[4,3-b]pyrone